FC(C1=NN=C(S1)C1=NC=C2N1C=C(C=C2N2C[C@@H](OCC2)C(=O)N(C2COC2)C)S(NC2(CC2)C)(=O)=O)F (R)-4-(3-(5-(difluoromethyl)-1,3,4-thiadiazol-2-yl)-6-(N-(1-methylcyclopropyl)sulfamoyl)imidazo[1,5-a]pyridin-8-yl)-N-methyl-N-(oxetan-3-yl)morpholine-2-carboxamide